ClC=1C=C(C(=O)N2CC=3N(CC2)C(N(C3C(=O)N[C@H](C)C3CC3)C3=CC=C(C=C3)OC)=O)C=CC1Cl |r| 7-(3,4-dichlorobenzoyl)-2-(4-methoxyphenyl)-3-oxo-N-[rac-(1R)-1-cyclopropylethyl]-6,8-dihydro-5H-imidazo[1,5-a]pyrazine-1-carboxamide